OCC1=CC=C(C=C1)NC([C@H](CCCCNC(C1=CC=CC=C1)(C1=CC=CC=C1)C1=CC=C(C=C1)OC)NC(OCC1C2=CC=CC=C2C=2C=CC=CC12)=O)=O (9H-fluoren-9-yl)methyl (S)-(1-((4-(hydroxymethyl)phenyl)amino)-6-(((4-methoxyphenyl)diphenylmethyl)amino)-1-oxohexan-2-yl)carbamate